Lithium cobalt tin oxide [Sn]=O.[Co].[Li]